O1C=2N(CC1)N=CC2C2=CC(=NC=C2C(=O)NC=2SC(=NN2)OC)C 4-(2,3-dihydropyrazolo(5,1-b)oxazol-7-yl)-N-(5-methoxy-1,3,4-thiadiazol-2-yl)-6-methylnicotinamide